NCC1(CCC1)CC=1C=C(C#N)C=CC1 3-((1-(aminomethyl)cyclobutyl)methyl)benzonitrile